N-(1-(1-methoxyisoquinolin-4-yl)ethyl)butan-1-amine COC1=NC=C(C2=CC=CC=C12)C(C)NCCCC